(4-(4-(Ethylamino)-5-(Trifluoromethyl)Pyrimidin-2-Ylamino)-2-Fluoro-5-Methoxyphenyl)(Morpholino)Methanone C(C)NC1=NC(=NC=C1C(F)(F)F)NC1=CC(=C(C=C1OC)C(=O)N1CCOCC1)F